(E)-N-Methyl-N-((2-methylbenzofuran-3-yl)methyl)-3-(4-oxo-3-(2-oxa-6-azaspiro[3.3]heptan-6-yl)-2,3,4,5-tetrahydro-1H-pyrido[2,3-b][1,4]diazepin-8-yl)acrylamide CN(C(\C=C\C1=CC2=C(NC(C(CN2)N2CC3(COC3)C2)=O)N=C1)=O)CC1=C(OC2=C1C=CC=C2)C